5-(4,4,5,5-tetramethyl-1,3,2-dioxaborol-2-yl)-1H-pyrrolo[2,3-b]pyridine CC1(OB(OC1(C)C)C=1C=C2C(=NC1)NC=C2)C